4-(3-methoxy-4-(3-(1-methyl-1H-indazol-6-yl)-1,4-dihydrothieno[2',3':4,5]cyclopenta[1,2-c]pyrazol-6-yl)benzyl)morpholine COC=1C=C(CN2CCOCC2)C=CC1C1=CC2=C(CC3=C2NN=C3C3=CC=C2C=NN(C2=C3)C)S1